C1(=C(C=CC=C1)[Fe])C(C)C cumenyl-iron